COC1=C(C=C(C=C1)NC1=NC=CC(=N1)NCC1CCOCC1)OCCCN1CCCC1 N2-(4-methoxy-3-(3-(pyrrolidin-1-yl)propoxy)phenyl)-N4-((tetrahydro-2H-pyran-4-yl)methyl)pyrimidine-2,4-diamine